4-(4-bromo-2-fluoro-phenyl)-4-oxo-butanoic acid methyl ester COC(CCC(=O)C1=C(C=C(C=C1)Br)F)=O